N/C(/C(=O)OC)=N/N methyl (E)-2-amino-2-hydrazineylideneacetate